2-(2-(2,6-bis(benzyloxy)pyridin-3-yl)-1-oxoisoindoline-5-carbonyl)-7-(trifluoromethyl)-2-azaspiro[3.5]nonan-7-yl methyl oxalate C(C(=O)OC)(=O)OC1(CCC2(CN(C2)C(=O)C=2C=C3CN(C(C3=CC2)=O)C=2C(=NC(=CC2)OCC2=CC=CC=C2)OCC2=CC=CC=C2)CC1)C(F)(F)F